tert-butyl 6-(N-(tert-butoxycarbonyl) sulfamoylamino)-2-azaspiro[3.3]heptane-2-carboxylate C(C)(C)(C)OC(=O)NS(=O)(=O)NC1CC2(CN(C2)C(=O)OC(C)(C)C)C1